2-O-benzyl 1-O-methyl 4-(methylsulfonyloxymethyl)-2-azabicyclo[2.1.1]hexane-1,2-dicarboxylate CS(=O)(=O)OCC12CN(C(C1)(C2)C(=O)OC)C(=O)OCC2=CC=CC=C2